2,4-difluoro-N-(2-methoxy-5-(4-(4-(vinylsulfonyl)piperazin-1-yl)quinazoline-6-yl)pyridin-3-yl)benzenesulfonamide FC1=C(C=CC(=C1)F)S(=O)(=O)NC=1C(=NC=C(C1)C=1C=C2C(=NC=NC2=CC1)N1CCN(CC1)S(=O)(=O)C=C)OC